C(C=C)(=O)N1CC(N(CC1)C1=NC(=NC=2CC(CCC12)C1=CC(=CC2=CC=CC=C12)O)OCC1N(CCC1)C)CC#N 2-(4-propenoyl-1-(7-(3-hydroxynaphthalen-1-yl)-2-((1-methylpyrrolidin-2-yl)methoxy)-5,6,7,8-tetrahydroquinazolin-4-yl)piperazin-2-yl)acetonitrile